Cl.C(\C=C\CC)N1C2C3=CC=CC=C3C1CC2 11-[(2E)-Pent-2-en-1-yl]-11-azatricyclo[6.2.1.02,7]undeca-2,4,6-triene hydrochloride